FC=1C(=CC=2C3=C(C(=NC2C1)OCC1N(CCC1)C)C=NC(=N3)N3CCNCC3)N(C)C 8-Fluoro-9-dimethylamino-5-((1-methylpyrrolidin-2-yl)methoxy)-2-(piperazin-1-yl)pyrimido[5,4-c]quinoline